O=C1NC(CCC1N1C(C2=CC=CC(=C2C1)C1CC(C1)CCNC(OC(C)(C)C)=O)=O)=O tert-butyl (2-(3-(2-(2,6-dioxopiperidin-3-yl)-1-oxoisoindolin-4-yl)cyclobutyl)ethyl)carbamate